p-hydroxyphenylpropionitrile OC1=CC=C(C=C1)C(C#N)C